5-((4-(ethoxymethyl)-4-phenethylpiperidin-1-yl)methyl)indolin-2-one C(C)OCC1(CCN(CC1)CC=1C=C2CC(NC2=CC1)=O)CCC1=CC=CC=C1